6-(trifluoromethyl)pyrazolo[1,5-a]pyridine-3-sulfonyl chloride FC(C=1C=CC=2N(C1)N=CC2S(=O)(=O)Cl)(F)F